1,2-dimethyl-3-ethoxyethylimidazole CN1C(N(C=C1)CCOCC)C